2,4-dichloro-dibenzo[b,f][1,4]oxazepin-11(10H)-one ClC=1C=C(C2=C(C(NC3=C(O2)C=CC=C3)=O)C1)Cl